tert-Butyl 2-chloro-6-[3-[[1-(trifluoromethyl)cyclopropyl]meth-oxy]pyrazol-1-yl]pyridine-3-carboxylate ClC1=NC(=CC=C1C(=O)OC(C)(C)C)N1N=C(C=C1)OCC1(CC1)C(F)(F)F